2-methyl-N-(4-(5-methyl-1-((2-(trimethylsilyl)ethoxy)methyl)-1H-pyrazol-3-yl)phenyl)aniline CC1=C(NC2=CC=C(C=C2)C2=NN(C(=C2)C)COCC[Si](C)(C)C)C=CC=C1